CC(CCS)CCS 3-Methyl-1,5-Pentandithiol